FC(C1=C(C=CC=C1)C=CC(=O)Cl)(F)F 3-(2-trifluoromethyl-phenyl)-acryloyl chloride